5'-aza-2'-deoxycytidine [C@@H]1(C[C@H](O)[C@@H](NO)O1)N1C(=O)N=C(N)C=C1